1-(4,4-Difluorocyclohexyl)-3-methyl-5-nitropyridin-2(1H)-one FC1(CCC(CC1)N1C(C(=CC(=C1)[N+](=O)[O-])C)=O)F